C1(CC1)N1C=C(C(C2=CC(=C(C=C12)N1C[C@H](CCC1)O)F)=O)CN([C@@H]1CN(CCC1)C=1C=NC=CC1)CC1=CC(=NC=C1)C 1-cyclopropyl-6-fluoro-7-[(3S)-3-hydroxypiperidin-1-yl]-3-({[(2-methylpyridin-4-yl)methyl][(3S)-1-(pyridin-3-yl)piperidin-3-yl]amino}methyl)-1,4-dihydroquinolin-4-one